2-[[5-(4-chloro-2-fluoro-phenyl)-3-methyl-triazol-4-yl]methyl]-5-[3-[(5-chloro-2-pyridinyl)oxy]azetidin-1-yl]pyridazin-3-one ClC1=CC(=C(C=C1)C1=C(N(N=N1)C)CN1N=CC(=CC1=O)N1CC(C1)OC1=NC=C(C=C1)Cl)F